tert-Butyl N-tert-butoxycarbonyl-N-(4-iodo-2,6-dimethyl-3-pyridyl)carbamate C(C)(C)(C)OC(=O)N(C(OC(C)(C)C)=O)C=1C(=NC(=CC1I)C)C